dichloro(p-methyl-isopropylbenzene) ruthenium [Ru].ClC=1C(=C(C=CC1C)C(C)C)Cl